2-[4-(2-tert-butoxycarbonyl-2,7-diazaspiro[3.5]non-7-yl)pyrazol-1-yl]acetic acid C(C)(C)(C)OC(=O)N1CC2(C1)CCN(CC2)C=2C=NN(C2)CC(=O)O